(1S,3S)-3-amino-4-(difluoromethylene)cyclopentene-1-carboxylic acid N[C@H]1C=C(CC1=C(F)F)C(=O)O